The molecule is a medium-chain fatty acid anion and the conjugate base of obtusilic acid, arising from deprotonation of the carboxylic acid group. It is a straight-chain fatty acid anion and a medium-chain fatty acid anion. It is a conjugate base of a cis-4-decenoic acid. CCCCC/C=C\\CCC(=O)[O-]